OC1=CC=C(C(=O)C2=C(C=CC(=C2)NCCOO)S(=O)(=O)NN)C=C1 (4-hydroxybenzoyl)-4-((2-hydroxyoxyethyl)amino)benzenesulfonohydrazide